C(C)(C)(C)OC(=O)N1[C@H](C[C@H](C1)OC)C1=CC(=C(C=C1)C=1N=C2SC3=C(N2C1)C=CC(=C3)C(NC3CCN(CC3)C)=O)F (cis)-2-(3-fluoro-4-(7-((1-methylpiperidin-4-yl)carbamoyl)benzo[d]imidazo[2,1-b]thiazol-2-yl)phenyl)-4-methoxypyrrolidine-1-carboxylic acid tert-butyl ester